IC1=C(C=CC=C1)C[C@H](C)N(C([O-])=O)[C@H](CCC)OCOC 1-(2-iodophenyl)-(S)-1-methoxymethoxybutyl-(S)-2-propylcarbamate